FC(OC1CN(CC1)C=1C=NN(C1)C12CC(C1)(C2)C(=O)OC)(F)F methyl 3-{4-[3-(trifluoromethoxy)pyrrolidin-1-yl]-1H-pyrazol-1-yl}bicyclo[1.1.1]pentane-1-carboxylate